7-((4-((5-Cyclopropyl-3-(2,6-dichlorophenyl)isoxazol-4-yl)methoxy)bicyclo[2.2.2]octan-1-yl)methyl)-5,6,7,8-tetrahydroimidazo[1,2-a]pyrazin C1(CC1)C1=C(C(=NO1)C1=C(C=CC=C1Cl)Cl)COC12CCC(CC1)(CC2)CN2CC=1N(CC2)C=CN1